(1E)-1-[3-(trifluoromethyl)-2-pyridinyl]ethanone oxime FC(C=1C(=NC=CC1)/C(/C)=N/O)(F)F